5-ethyl-3,5-heptanediol dibenzoate C(C1=CC=CC=C1)(=O)OC(CC)CC(CC)(OC(C1=CC=CC=C1)=O)CC